[Ni].[Cu].[Mo] molybdenum-copper nickel